2-(dimethylamino)-5-isobutyrylamino-N-(pyridin-3-ylmethyl)benzamide CN(C1=C(C(=O)NCC=2C=NC=CC2)C=C(C=C1)NC(C(C)C)=O)C